cobalt(I) phosphate P(=O)([O-])([O-])[O-].[Co+].[Co+].[Co+]